5-((((2-iodoacetyl)amino)Ethyl)amino)naphthalenesulfonic acid ICC(=O)NCCNC1=C2C=CC=C(C2=CC=C1)S(=O)(=O)O